N-[(3S,4R)-4-hydroxy-2-oxo-pyrrolidin-3-yl]propanamide O[C@H]1[C@@H](C(NC1)=O)NC(CC)=O